trans-3-acetamido-1-methylcyclobutane-1-carboxylic acid C(C)(=O)NC1CC(C1)(C(=O)O)C